ClC=1C=C(C=CC1)NC(=O)C=1SC(=CC1)C1=C(C=CC=C1)O N-(3-Chlorophenyl)-5-(2-hydroxyphenyl)thiophene-2-carboxamide